L-Gulopyranuronic acid OC1[C@@H](O)[C@@H](O)[C@H](O)[C@@H](O1)C(=O)O